CC1=C(SC2=C1C=CC=C2)C(=O)[O-] 3-methylbenzothiophene-2-carboxylate